5-chloro-N-(3-ethoxy-1-methyl-1H-pyrazol-4-yl)-4-(7-nitro-1H-indol-3-yl)pyrimidin-2-amine ClC=1C(=NC(=NC1)NC=1C(=NN(C1)C)OCC)C1=CNC2=C(C=CC=C12)[N+](=O)[O-]